2-(4-amino-3-ethyl-5-methylphenoxy)ethan-1-ol NC1=C(C=C(OCCO)C=C1C)CC